(1S,2S)-2-fluoro-N-(6-(6-fluoro-5-methyl-7-(1-(2,2,2-trifluoroacetamido)ethyl)-1H-indazol-4-yl)imidazo[1,2-a]pyrazin-2-yl)cyclopropane-1-carboxamide F[C@@H]1[C@@H](C1)C(=O)NC=1N=C2N(C=C(N=C2)C2=C3C=NNC3=C(C(=C2C)F)C(C)NC(C(F)(F)F)=O)C1